BrC=1C=C(C(=C(C1)C=1NC=CN1)C)C=1C=C(C=CC1)C1=CC=CC=C1 2-(5-bromo-(1,1-biphenyl-3-yl)-methylphenyl)-1H-imidazole